C(C)C1=C(C(=O)O)C(=C(C(=C1F)F)F)F 2-ethyl-tetrafluorobenzoic acid